C(C)OC(C(C1=C2N(C=N1)C[C@@H](C2)F)N2N=C1C(=C(C=C(C1=C2)Cl)C2=CC=C(C=C2)C2CCN(CC2)C2CC(C2)O)Cl)=O (4,7-dichloro-6-(4-(1-(3-hydroxycyclobutyl)piperidin-4-yl)phenyl)-2H-indazol-2-yl)-2-((R)-6-fluoro-6,7-dihydro-5H-pyrrolo[1,2-c]imidazol-1-yl)acetic acid ethyl ester